{5-[(3R)-3-methylmorpholin-4-yl]-3-[1-(oxetan-2-yl)-1H-pyrazol-5-yl]-[1,2]thiazolo[4,5-b]pyridin-7-yl}cyclopentane-1-carbonitrile C[C@H]1N(CCOC1)C1=CC(=C2C(=N1)C(=NS2)C2=CC=NN2C2OCC2)C2(CCCC2)C#N